C(=O)(O)C(CC=1C=C(CN(C(=O)C=2C=C(C=C(C2)F)CC(C(=O)O)C2CNCC2)C(=O)C=2C=C(C=C(C2)F)CC(C(=O)O)C2CNCC2)C=CC1)C1CNCC1 3,3'-((((3-(2-carboxy-2-(pyrrolidin-3-yl)ethyl)benzyl)azanediyl)bis(carbonyl))bis(5-fluoro-3,1-phenylene))bis(2-(pyrrolidin-3-yl)propanoic acid)